CN1C(=C(C2=CC=C(C=C12)C(N[C@@H](C)C=1C=C(C=CC1)C)=O)CC=1C=C(OC(C(=O)O)(C)C)C=CC1)C (S)-2-(3-((1,2-dimethyl-6-((1-(m-tolyl)ethyl)carbamoyl)-1H-indol-3-yl)methyl)phenoxy)-2-methyl-propanoic acid